O[C@]1(CCN(CCC1)C1=CC2=C(C[C@@](O2)(C)CO)C=C1NC(=O)C=1C=NN2C1N=CC=C2)C N-((S)-6-((R)-4-hydroxy-4-methylazepan-1-yl)-2-(hydroxymethyl)-2-methyl-2,3-dihydrobenzofuran-5-yl)pyrazolo[1,5-a]pyrimidine-3-carboxamide